CC1=NOC(=C1C=1C=C(C(=NC1)NC1(COCC1)C)I)C 5-(3,5-dimethylisoxazol-4-yl)-3-iodo-N-(3-methyltetrahydrofuran-3-yl)pyridin-2-amine